3-oxabicyclo[3.3.0]octan-7-ol C12COCC2CC(C1)O